biscyclopentenyloxypropyl acetate C(C)(=O)OCCC(OC1=CCCC1)OC1=CCCC1